2-(2-Isopropyl-1,3-thiazol-4-yl)ethanamine C(C)(C)C=1SC=C(N1)CCN